rac-(2s,3s,5r)-3-(3-ethyl-4-fluoro-2-methoxy-phenyl)-5-methyl-5-(trifluoromethyl)tetrahydrofuran-2-carboxylic acid ethyl ester C(C)OC(=O)[C@H]1O[C@](C[C@H]1C1=C(C(=C(C=C1)F)CC)OC)(C(F)(F)F)C |r|